C(C)OC(CCCCCCCC/C=C/CCO)OCC (3E)-13,13-diethoxy-3-tridecen-1-ol